ON1C(CC(CC1(C)C)OC(CCC1=CC(=C(C(=C1)C(C)(C)C)O)C(C)(C)C)=O)(C)C 1-hydroxy-2,2,6,6-tetramethyl-4-(3,5-di-tert-butyl-4-hydroxyhydrocinnamoyloxy)-piperidine